n-hexyl-isooctyl-dithiophosphoric acid C(CCCCC)C(CCCCC(C)C)SP(O)(O)=S